COC1=CC(=C(C(=C1)C)C(C(=O)O)=O)C 2-(4-methoxy-2,6-dimethylphenyl)-2-oxoacetic acid